2-trifluoroethyl-1H-indol-4-amine FC(CC=1NC=2C=CC=C(C2C1)N)(F)F